3-amino-3-(3,5-dichlorophenyl)propionic acid methyl ester COC(CC(C1=CC(=CC(=C1)Cl)Cl)N)=O